3,6-diphenyl-9-(3',3',4',7'-tetramethyl-2',3'-dihydro-spiro-[fluoren-9,1'-inden]-2-yl)-9H-carbazole C1(=CC=CC=C1)C=1C=CC=2N(C3=CC=C(C=C3C2C1)C1=CC=CC=C1)C1=CC2=C(C=C1)C1=CC=CC=C1C21CC(C2=C(C=CC(=C12)C)C)(C)C